ClC1=C(N(N=C1C(F)(F)F)C1=CC(=CC=C1)C(N(C=1C=NC=2N(C1)N=C(C2)C)C)=O)COC2=CC=C(C(=O)OC(C)(C)C)C=C2 tert-Butyl 4-[[4-chloro-2-[3-[methyl-(2-methylpyrazolo[1,5-a]pyrimidin-6-yl)carbamoyl]phenyl]-5-(trifluoromethyl)pyrazol-3-yl]methoxy]benzoate